1,5-diethyl (2S)-2-([3-chloro-5-(2-chloroacetamido)pyridinyl]formamido)pentanedioate ClC=1C(=NC=C(C1)NC(CCl)=O)C(=O)N[C@H](C(=O)OCC)CCC(=O)OCC